C(C)(C)(C)C=1C=C(C=CC1)C=1NC2=CC=C(C=C2C1)CC(=O)O 2-(2-(3-(tert-butyl)phenyl)-1H-indol-5-yl)acetic acid